2-(4,6-dimethylpyrazolo[1,5-a]pyrazin-2-yl)-7-[4-(pyrrolidin-1-yl)piperidin-1-yl]-4H-pyrido[1,2-a]pyrimidin-4-one CC=1C=2N(C=C(N1)C)N=C(C2)C=2N=C1N(C(C2)=O)C=C(C=C1)N1CCC(CC1)N1CCCC1